ONCC(=O)O.[Zr] zirconium hydroxyglycine